CN(C(CCCCC)CCCCCCC\C=C/C\C=C/CCCCC)C (14Z,17Z)-N,N-Dimethyltricosane-14,17-dien-6-amine